Rac-(1S,2S)-2-(3-(6-(1-methyl-1H-pyrazol-4-yl)pyrrolo[1,2-b]pyridazin-4-yl)-3,8-diazabicyclo[3.2.1]oct-8-yl)cyclobutan-1-ol CN1N=CC(=C1)C=1C=C2N(N=CC=C2N2CC3CCC(C2)N3[C@@H]3[C@H](CC3)O)C1 |r|